6-Bromo-5-[2-(difluoromethyl)pyrimidin-5-yl]-7-{[1-(2-fluorophenyl)-1H-pyrazol-4-yl]methyl}-7H-pyrrolo[2,3-d]pyrimidin-4-amine BrC1=C(C2=C(N=CN=C2N)N1CC=1C=NN(C1)C1=C(C=CC=C1)F)C=1C=NC(=NC1)C(F)F